S(N)(=O)(=O)C1=CC=C(C(C(=O)N)=C1)OC 5-sulfamoyl-o-anisamide